COC1=CC=C(CN(S(=O)(=O)[C@H](C(C)C)CC=C)CC2=CC=C(C=C2)OC)C=C1 (S)-N,N-BIS(4-METHOXYBENZYL)-2-METHYLHEX-5-ENE-3-SULFONAMIDE